FC(C(=O)N)(C1=CC=C(C=C1)C)F 2,2-difluoro-2-(p-tolyl)acetamide